3-methyl-2-oxo-N'-(2-((4-(trifluoromethyl)phenyl)amino)benzoyl)piperidine-3-carbohydrazide CC1(C(NCCC1)=O)C(=O)NNC(C1=C(C=CC=C1)NC1=CC=C(C=C1)C(F)(F)F)=O